di-decyl hydrogen phosphite P(OCCCCCCCCCC)(OCCCCCCCCCC)O